(S)-1-(2,4-dichlorophenyl)ethanol ClC1=C(C=CC(=C1)Cl)[C@H](C)O